3-methyl-4-ethylhexanol CC(CCO)C(CC)CC